FC1=C(C=C(C=C1F)F)[C@H]1CC[C@H](CC1)OC[C@@H]1NCCC[C@@H]1NS(=O)(=O)C N-((2R,3S)-2-(((cis-4-(2,3,5-trifluorophenyl)cyclohexyl)oxy)-methyl)piperidin-3-yl)methanesulfonamide